1-[6-(4-fluorophenoxy)-1H-benzimidazol-1-yl]-2-methylpropan-2-ol FC1=CC=C(OC=2C=CC3=C(N(C=N3)CC(C)(O)C)C2)C=C1